(Z)-ethyl 3-hydroxy-5-oxo-5-phenylpent-3-enoate O\C(\CC(=O)OCC)=C/C(C1=CC=CC=C1)=O